4-((3-fluorobenzyl)oxy)-5,6,7,8-tetrahydronaphthalen-1-amine FC=1C=C(COC2=CC=C(C=3CCCCC23)N)C=CC1